BrC1=NC=CC(=C1)C(C(F)(F)F)(O)C1=NN=CN1C 1-(2-bromopyridin-4-yl)-2,2,2-trifluoro-1-(4-methyl-4H-1,2,4-triazol-3-yl)ethan-1-ol